C1=CC(=NC(=C1C(=O)O)Cl)Cl Dichloronicotinic acid